CC1(CCOCC1)NC(C1=CN=CC=C1)=O N-(4-methyltetrahydropyran-4-yl)nicotinamide